(Z)-N-(3-(1-((2-((tert-butyldimethylsilyl)oxy)ethyl)imino)-2,2-difluoroethyl)pyridin-2-yl)pivalamide [Si](C)(C)(C(C)(C)C)OCC\N=C(/C(F)F)\C=1C(=NC=CC1)NC(C(C)(C)C)=O